C(C)(C)OC(=O)C=1NC2=CC=C(C=C2C1I)Cl 5-Chloro-3-iodo-1H-indole-2-carboxylic acid isopropyl ester